dimethyl-3-(3,4,5-trifluorophenyl)-5,7-dihydro-4H-pyrazolo[3,4-c]pyridin CC1(C2=C(CNC1)NN=C2C2=CC(=C(C(=C2)F)F)F)C